3-(methoxymethyl)cyclobutan-1-ol COCC1CC(C1)O